N1(CCNCC1)C(=O)OC1CCC2(C3CCC4(C(CCC4(C3CCC2C1)O)C=1C=CC(OC1)=O)C)C 14-hydroxy-10,13-dimethyl-17-(2-oxo-2H-pyran-5-yl)hexadecahydro-1H-cyclopenta[a]phenanthren-3-yl piperazine-1-carboxylate